(1R,2S)-5'-methoxy-2-{3-[(2-methoxy-5-methylpyrimidin-4-yl)amino]-1H-indazol-6-yl}spiro[cyclopropane-1,3'-indol]-2'(1'H)-one COC=1C=C2[C@]3(C(NC2=CC1)=O)[C@@H](C3)C3=CC=C1C(=NNC1=C3)NC3=NC(=NC=C3C)OC